2-(4-cyclopropyl-2,6-dimethylphenyl)hydrazine-1-carboxylic acid benzyl ester C(C1=CC=CC=C1)OC(=O)NNC1=C(C=C(C=C1C)C1CC1)C